2-hydroxy-meta-xylene OC1=C(C=CC=C1C)C